2-(3-Chloro-2,6-dimethylphenyl)ethanol ClC=1C(=C(C(=CC1)C)CCO)C